[2H]C([2H])([2H])C(CCC[C@@H](CC#CC(C(F)(F)F)(C(F)(F)F)O)[C@H]1CC[C@@H]\\2[C@@]1(CCC/C2=C\\C=C/3\\C[C@H](C[C@@H](C3=C)O)O)C)(C([2H])([2H])[2H])O The molecule is a hydroxycalciol that is a synthetic fluorinated and deuterated analogue of vitamin D3 which exhibits vitamin D receptor superagonist and anti-cancer activity. It has a role as a vitamin D receptor agonist and an antineoplastic agent. It is a member of D3 vitamins, a hydroxycalciol, a deuterated compound, an organofluorine compound and a tetrol.